3-Amino-N-(3-fluoro-4-(piperidin-4-yl)phenethyl)-6-methylthieno[2,3-b]pyridine-2-carboxamide NC1=C(SC2=NC(=CC=C21)C)C(=O)NCCC2=CC(=C(C=C2)C2CCNCC2)F